(2s,3aR,5r,6aS)-N2-(5-nitro-1-(benzenesulfonyl)-1H-pyrrolo[2,3-b]pyridin-4-yl)octahydropentalene-2,5-diamine [N+](=O)([O-])C=1C(=C2C(=NC1)N(C=C2)S(=O)(=O)C2=CC=CC=C2)NC2C[C@@H]1CC(C[C@@H]1C2)N